1-3-propanamido-N-[(1s,4s)-4-{[6-chloro-2-(trifluoromethyl)quinolin-4-yl]amino}cyclohexyl]benzamide CCC(=O)NC1(C(=O)NC2CCC(CC2)NC2=CC(=NC3=CC=C(C=C23)Cl)C(F)(F)F)CC=CC=C1